2-(2,6-dioxopiperidin-3-yl)-5-[[(3R,5R)-1-methyl-5-(piperidin-4-yloxy)piperidin-3-yl]oxy]isoindole-1,3-dione O=C1NC(CCC1N1C(C2=CC=C(C=C2C1=O)O[C@H]1CN(C[C@@H](C1)OC1CCNCC1)C)=O)=O